ClC1=C(C(=O)[O-])C=CC(=C1C1=NOCC1)[N+](=O)[O-] chloro-3-(4,5-dihydroisoxazol-3-yl)-4-nitrobenzoate